CC1=CC2C(C2(C)C)CC1C(=O)C acetylcarene